C(=O)O.C(C)(C)(C)N1N=C(C=C1)C(=O)NCC1=C(C(=C(C=C1)C1=NC=NN2C1=CC(=C2)N2CCOCC2)F)OC 1-(tert-butyl)-N-(3-fluoro-2-methoxy-4-(6-morpholinopyrrolo[2,1-f][1,2,4]triazin-4-yl)benzyl)-1H-pyrazole-3-carboxamide formate